tri-sodium phosphate salt P(=O)([O-])([O-])[O-].[Na+].[Na+].[Na+]